C(CCCCCCCCCCCCCCCCC)OC(CCCCCCCCCCC)=O lauric acid stearyl ester